BrC1=NC(=CN=C1)C1=C(C=CC=C1OC)F 2-bromo-6-(2-fluoro-6-methoxyphenyl)pyrazine